C(C)(C)(C)OC(=O)N1CC=2C=CC(=NC2CC1CCC1=CC=CC=C1)S(=O)(=O)[O-].[Na+] Sodium 6-(tert-butoxycarbonyl)-7-phenethyl-5,6,7,8-tetrahydro-1,6-naphthyridine-2-sulfonate